C(CCC)C=1N(C=CN1)C butyl-1-methylimidazole